1-((4-aminopyrimidin-2-yl)methyl)-4-(3-(4-(trifluoromethyl)phenyl)-1H-pyrazolo[4,3-b]pyridin-1-yl)pyridin-2(1H)-one NC1=NC(=NC=C1)CN1C(C=C(C=C1)N1N=C(C2=NC=CC=C21)C2=CC=C(C=C2)C(F)(F)F)=O